1-(6-methoxy-3-(1-methyl-1H-pyrazol-4-yl)-5-nitropyridin-2-yl)-N,N-dimethylpiperidin-4-amine COC1=C(C=C(C(=N1)N1CCC(CC1)N(C)C)C=1C=NN(C1)C)[N+](=O)[O-]